2-(1-tert-Butoxycarbonylpyrrolidin-3-yl)-1,2,4-triazole-3-carboxylic acid ethyl ester C(C)OC(=O)C=1N(N=CN1)C1CN(CC1)C(=O)OC(C)(C)C